CO[Si](CC[Si](C)(C)OC)(C)C 1,2-bis(methoxydimethylsilyl)ethane